BrC=1C=C(C=CC1)C=1NC2=CC=CC=C2C1 2-(3-bromophenyl)-1H-indole